C/C(=C\C)/C=1C=C(C=CC1)[C@@H](C)NC1=NC(=NC2=CC(=C(C=C12)OC)OC)C N-[(1R)-1-{3-[(2E)-but-2-en-2-yl]phenyl}-ethyl]-6,7-dimethoxy-2-methylquinazolin-4-amine